C(#N)[C@H]1N(CSC1)C(CNC(=O)C1=CC=NC2=CC=C(C=C12)N1CCC(CC1)C(F)(F)F)=O (R)-N-(2-(4-Cyanothiazolidin-3-yl)-2-oxoethyl)-6-(4-(trifluoromethyl)-piperidin-1-yl)quinoline-4-carboxamide